3,5-di-tert-butyl-4-hydroxyhydrocinnamic acid C(C)(C)(C)C=1C=C(CCC(=O)O)C=C(C1O)C(C)(C)C